Cl.FC=1C(=NC=C(C1)F)[C@H](C(F)(F)F)N (R)-1-(3,5-difluoropyridin-2-yl)-2,2,2-trifluoroethan-1-amine hydrochloride